tert-butyl (3S,4S)-3-[[6-[6-(cyclobutylamino)imidazo[1,2-b]pyridazin-3-yl]-2-pyridyl]amino]-4-fluoro-pyrrolidine-1-carboxylate C1(CCC1)NC=1C=CC=2N(N1)C(=CN2)C2=CC=CC(=N2)N[C@H]2CN(C[C@@H]2F)C(=O)OC(C)(C)C